CC1([C@H]2[C@H](C3=C(O1)C=C(C=C3O)CCCCC)C[C@H](C=C2)C)C (6aR,9R,10aR)-6a,9,10,10a-tetrahydro-6,6,9-trimethyl-3-pentyl-6H-dibenzo[b,d]pyran-1-ol